ClCC1=CC=C(C=C1)CC[Si](OCC)(OCC)OCC [2-(4-chloromethylphenyl)ethyl]-triethoxysilane